ClC=1C=C2C=C(NC2=CC1OCC1=CC(=NO1)C)CNC(=O)N 1-((5-chloro-6-((3-methylisoxazol-5-yl)methoxy)-1H-indol-2-yl)methyl)urea